6-[(E)-but-2-enyl]-4-[5-chloro-6-(morpholine-4-carbonyl)-3-pyridinyl]-2-methyl-1H-pyrrolo[2,3-c]pyridin-7-one C(\C=C\C)N1C(C2=C(C(=C1)C=1C=NC(=C(C1)Cl)C(=O)N1CCOCC1)C=C(N2)C)=O